C1(CCCC1)C(CCC(=O)ON1C(CCC1=O)=O)SC1=NC=CC=C1 2,5-dioxopyrrolidin-1-yl 4-cyclopentyl-4-(pyridin-2-ylthio)butanoate